O=C1C2=C(C(C3=C(N1)C=C(C=C3)C(=O)O)=O)C=CC=C2 6,11-dioxo-6,11-dihydro-5H-dibenzo[b,e]azepine-3-carboxylic acid